CC1=C([S-])C=CC=C1.[Li+] lithium 2-methylthiophenoxide